1,1-bis(t-butyldioxy)-3,3,5-trimethyl-cyclohexane C(C)(C)(C)OOC1(CC(CC(C1)C)(C)C)OOC(C)(C)C